2,3-dimercaptoethyl-1-propanol SCCC(CCS)O